2-methylbut-3-enenitrile CC(C#N)C=C